(benzyloxy)-3a',4'-dihydro-1'H,3'H-spiro[cyclohexane-1,2'-pyrido[2,1-f]pyrrolo[2,1-c][1,2,4]triazine]-8',10'-dione C(C1=CC=CC=C1)OC1C2(CC3NN4C(C(N31)=O)=CC(C=C4)=O)CCCCC2